C(C)(C)(C)OC(N[C@@H]1CCCC12CCN(CC2)C2=NC(=CN=C2CO)C)=O (R)-(8-(3-(hydroxymethyl)-6-methylpyrazin-2-yl)-8-azaspiro[4.5]decan-1-yl)carbamic acid tert-butyl ester